ClC1=CC=C(C(=O)N[C@@H](C(=O)NC2=CC=C(C=C2)C=2N(C(C=CC2)=O)C)C)C=C1 (R)-4-chloro-N-(1-((4-(1-methyl-6-oxo-1,6-dihydropyridin-2-yl)phenyl)amino)-1-oxopropan-2-yl)benzamide